C(CCC)OC(C(O)C)=O n-Butyllactat